Benzyl 4-hydroxy-2,2-dimethyl-butyrate OCCC(C(=O)OCC1=CC=CC=C1)(C)C